ethyl (Z)-2-fluoro-3-(6-methylpyridin-2-yl)acrylate F\C(\C(=O)OCC)=C/C1=NC(=CC=C1)C